2,6-dichloro-4-((methylsulfonyl)methyl)pyridine ClC1=NC(=CC(=C1)CS(=O)(=O)C)Cl